C(C1=CC=CC=C1)N1CC(N2C1=C(C(=C(C2=O)Cl)CC2=CC=C(C1=CC=CC=C21)Cl)C2=CC(=CC=C2)C(F)(F)F)C(=O)O 1-benzyl-6-chloro-7-((4-chloronaphthalen-1-yl)methyl)-5-oxo-8-(3-(trifluoromethyl)phenyl)-1,2,3,5-tetrahydroimidazo[1,2-a]pyridine-3-carboxylic acid